ClC1=CC=C2C(=N1)N=C(O2)N2CCN(CC2)C(=O)C=2C=NC(=C(C2)C)C2=NN(N=C2)CC(C)(C)C [4-(5-chlorooxazolo[4,5-b]pyridin-2-yl)piperazin-1-yl]-[6-[2-(2,2-dimethylpropyl)triazol-4-yl]-5-methyl-3-pyridyl]methanone